(R,E)-ethyl 9-(1-((tert-butylsulfinyl)imino)ethyl)-2-morpholino-4-oxo-4H-pyrido[1,2-a]pyrimidine-7-carboxylate C(C)(C)(C)[S@@](=O)\N=C(/C)\C1=CC(=CN2C1=NC(=CC2=O)N2CCOCC2)C(=O)OCC